O[C@@H](CC(=O)OC(C)(C)C)C[C@@H](\C=C\C=1N(C2=CC=CC=C2C1C1=CC=C(C=C1)C)C(C)C)O |o1:1,11| Tert-butyl rel-(3R,5S,E)-3,5-dihydroxy-7-(1-isopropyl-3-(p-tolyl)-1H-indol-2-yl)hept-6-enoate